NC1=NC(=C(C=2N1C(N(N2)C(C)C2=C(C=CC(=C2)F)F)=O)C2=CC(=NC(=C2)C)C)C2=CC=CC=C2 5-amino-2-[1-(2,5-difluorophenyl)ethyl]-8-(2,6-dimethyl-4-pyridinyl)-7-phenyl-[1,2,4]triazolo[4,3-c]pyrimidin-3-one